C(C(C)C)N1C(C(N(CC1)CC1=C(C=C(C=C1)C1=NC=NN2C1=CC=C2)C)=O)C 4-isobutyl-3-methyl-1-(2-methyl-4-(pyrrolo[2,1-f][1,2,4]triazin-4-yl)benzyl)piperazin-2-one